2-(2-pyridylsulfonyl)thioacetamide N1=C(C=CC=C1)S(=O)(=O)CC(=S)N